Naphthalene-1,7-disulfonic acid tetrasodium salt [Na+].[Na+].[Na+].[Na+].C1(=CC=CC2=CC=C(C=C12)S(=O)(=O)[O-])S(=O)(=O)[O-].C1(=CC=CC2=CC=C(C=C12)S(=O)(=O)[O-])S(=O)(=O)[O-]